5-propyl-2-[1-(quinoxalin-6-ylmethyl)pyrazol-4-yl]-3H-imidazo[2,1-b]purin-4-one C(CC)N1C=2N(C=3N=C(NC3C1=O)C=1C=NN(C1)CC=1C=C3N=CC=NC3=CC1)C=CN2